BrC1=C(C=C(N1C)C=O)[N+](=O)[O-] 5-Bromo-1-methyl-4-nitro-1H-pyrrole-2-carbaldehyde